2-{6-cyclopropanecarbonyl-3-methyl-3H-imidazo[4,5-b]pyridin-2-yl}-5-(5-cyclopropyl-1,2,4-oxadiazol-3-yl)-3-(ethylsulfanyl)pyridine C1(CC1)C(=O)C=1C=C2C(=NC1)N(C(=N2)C2=NC=C(C=C2SCC)C2=NOC(=N2)C2CC2)C